ClC=1C=CC(=C(C1)C1=CC(N(C=C1OC)C(C(=O)NC1=CC(=C(C(=O)N)C=C1)F)CCOC)=O)N1C=NC=C1 4-[(2-{4-[5-chloro-2-(1H-imidazol-1-yl)phenyl]-5-methoxy-2-oxopyridin-1(2H)-yl}-4-methoxy-butyryl)amino]-2-fluorobenzamide